(1R,2S)-cyclobutane-1,2-diyldimethanol [C@@H]1([C@H](CC1)CO)CO